CN(C1CCN(CC1)CC=1SC=2N=C(N=C(C2N1)N1CCOCC1)N1N=C(C=C1)C=1C=C(C=CC1)C)C N,N-dimethyl-1-((7-morpholino-5-(3-(m-tolyl)-1H-pyrazol-1-yl)thiazolo[5,4-d]pyrimidin-2-yl)methyl)piperidin-4-amine